2-(dicyclohexylphosphino)-2,4,6-tri-i-propyl-1,1-biphenyl C1(CCCCC1)P(C1(C(=C(C=C(C1)C(C)C)C(C)C)C1=CC=CC=C1)C(C)C)C1CCCCC1